ClC=1C=C2C(=CC=NC2=CN1)OC1=C(C=C(N)C=C1)F 4-[(6-chloro-1,7-naphthyridin-4-yl)oxy]-3-fluoro-aniline